methyl (3S)-7-hydroxy-5-oxoindolizine-3-carboxylate OC1=CC(N2[C@@H](C=CC2=C1)C(=O)OC)=O